diacetyl-L-Cystine disodium salt [Na+].[Na+].C(C)(=O)[C@](CSSC[C@@](C(=O)[O-])(N)C(C)=O)(C(=O)[O-])N